N-({4-[6-(morpholin-4-yl)pyridine-3-sulfonyl]phenyl}methyl)-1H-pyrazolo[3,4-b]pyridine-5-carboxamide N1(CCOCC1)C1=CC=C(C=N1)S(=O)(=O)C1=CC=C(C=C1)CNC(=O)C=1C=C2C(=NC1)NN=C2